1-(4-{1-(1-ethyl-propyl)-7-[1-(6-fluoro-quinolin-3-yl)-ethylamino]-1H-pyrazolo[4,3-d]pyrimidin-5-yl}-piperazin-1-yl)-ethanone C(C)C(CC)N1N=CC=2N=C(N=C(C21)NC(C)C=2C=NC1=CC=C(C=C1C2)F)N2CCN(CC2)C(C)=O